ClC1=CC=C(C=C1)COC1=NN=C(S1)NC(=O)C1=C(C=NC=C1)N1C=2N(CCC1)N=CC2 N-[5-[(4-chlorophenyl)methoxy]-1,3,4-thiadiazol-2-yl]-3-[5H,6H,7H-pyrazolo[1,5-a]pyrimidin-4-yl]pyridine-4-carboxamide